5-((1-(3-(8-fluoro-1-oxo-1,2-dihydroisoquinolin-3-yl)propanoyl)piperidin-4-yl)amino)pyridinecarbonitrile FC=1C=CC=C2C=C(NC(C12)=O)CCC(=O)N1CCC(CC1)NC=1C=CC(=NC1)C#N